2-Thiobarbituric acid N1C(=S)NC(=O)CC1=O